CN1N=C(C(=C1N)N)N 1-methyl-3,4,5-triaminopyrazole